[Si](C)(C)(C(C)(C)C)O[C@@](CC(=O)NC1=NN2C(C=C(C=C2)C(F)(F)F)=C1C1CCC1)(C)C1=NC=CC=C1 (R)-3-((tert-butyldimethylsilyl)oxy)-N-(3-cyclobutyl-5-(trifluoromethyl)pyrazolo[1,5-a]pyridin-2-yl)-3-(pyridin-2-yl)butanamide